4-(2-chloro-6-nitro-phenyl)-2,6-dimethyl-morpholine ClC1=C(C(=CC=C1)[N+](=O)[O-])N1CC(OC(C1)C)C